1-((1s,2s)-2-hydroxycyclohexyl)guanidine tert-butyl-(R)-(1-((3-((3-carbamoyl-5-ethyl-6-methylpyrazin-2-yl)amino)phenethyl)amino)-1-oxopropan-2-yl)(methyl)carbamate C(C)(C)(C)CN(C(O)=O)[C@@H](C(=O)NCCC1=CC(=CC=C1)NC1=NC(=C(N=C1C(N)=O)CC)C)C.O[C@@H]1[C@H](CCCC1)NC(=N)N